NC=1N(NN(C1C(N)=O)C)CC1=CC=CC=C1 4-amino-3-benzyl-5-carbamoyl-1-methyl-1H-1,2,3-triazole